FC=1C=C2C(C3=NC4=C(C=CC=C4C(N3C2=CC1)=O)NC1=CC=C(C=C1)F)=O 8-fluoro-4-[(4-fluorophenyl)amino]indolo[2,1-b]quinazoline-6,12-dione